C(C1=CC=CC=C1)N1CCN(CCN(CCC1)CC=1C(=C(C(=O)NC(CO)CO)C=C(C1)C)O)CC=1C(=C(C(=O)NC(CO)CO)C=C(C1)C)O 3,3'-[(7-benzyl-1,4,7-triazecane-1,4-diyl)bis(methylene)]bis[N-(1,3-dihydroxypropan-2-yl)-2-hydroxy-5-methylbenzamide]